tert-butyl N-[(2R)-3-(2,4-dichlorophenyl)-1-oxo-1-[3-(pyridin-2-yl)azetidin-1-yl]propan-2-yl]carbamate ClC1=C(C=CC(=C1)Cl)C[C@H](C(N1CC(C1)C1=NC=CC=C1)=O)NC(OC(C)(C)C)=O